O=S1(C[C@@](CC1)(C1=NN=C(N1)C1=NC=NC=C1)NC=1C=C(C(=O)OC(C)(C)C)C=CC1)=O tert-butyl (R)-3-((1,1-dioxido-3-(5-(pyrimidin-4-yl)-4H-1,2,4-triazol-3-yl)tetrahydrothiophen-3-yl)amino)benzoate